[Pd+2].ClC(C(P(C1=CC=CC=C1)C1=CC=CC=C1)Cl)P(C1=CC=CC=C1)C1=CC=CC=C1 Dichloro[1,2-bis(diphenylphosphino)ethane] palladium (II)